C(#N)C(=CC=1C=C(CCNC(N[C@@H](CC2=CC=CC=C2)B(O)O)=O)C=CC1)C1=NC=CC=C1 (R)-(1-(3-(3-(2-cyano-2-(pyridin-2-yl)vinyl)phenethyl)ureido)-2-phenylethyl)boronic acid